tert-butyl 6-bromo-3-(2-cyanoethyl)-3-methylindoline-1-carboxylate BrC1=CC=C2C(CN(C2=C1)C(=O)OC(C)(C)C)(C)CCC#N